monolauryl phosphorothioate (monolaurylthiophosphite) C(CCCCCCCCCCC)P(S)(O)O.P(OCCCCCCCCCCCC)(O)(O)=S